C(C)(C)(C)OC(=O)N1[C@@H](CC(=CC1)OS(=O)(=O)C(F)(F)F)C (2R)-2-methyl-4-(trifluoromethylsulfonyloxy)-3,6-dihydro-2H-pyridine-1-carboxylic acid tert-butyl ester